C(CCCCCCCCCCCCCCC)(=O)OCC(CSC[C@@H](C(=O)N[C@H](C(=O)NC1=CC=C(C=C1)CN1C2=NC(=NC(=C2N=C1O)N)NCCCC)CO)N)OC(CCCCCCCCCCCCCCC)=O 3-((R)-2-amino-3-((S)-1-(4-((6-amino-2-(butylamino)-8-hydroxy-9H-purin-9-yl)methyl) phenylamino)-3-hydroxy-1-oxopropane-2-ylamino)-3-oxopropylthio)propane-1,2-diyl dipalmitate